N1=CN=CC2=C1COCC2 5H-pyrano[3,4-d]pyrimidin